1-(7-(1-(4-Chlorobenzyl)piperidin-3-yl)-2-methylpyrazolo[1,5-a]pyrimidin-3-yl)-N-(pyridin-4-ylmethyl)methanamine ClC1=CC=C(CN2CC(CCC2)C2=CC=NC=3N2N=C(C3CNCC3=CC=NC=C3)C)C=C1